3,5-di-tert-butyldimethylbenzoic acid C(C)(C)(C)C=1C(=C(C(=O)O)C(=C(C1)C(C)(C)C)C)C